3-{5-methyl-6-phenyl-5H-pyrrolo[2,3-b]pyrazine-7-carbonyl}-1-({[2-(trifluoromethyl)pyridin-3-yl]oxy}methyl)-3-azabicyclo[3.1.0]hexane CN1C(=C(C=2C1=NC=CN2)C(=O)N2CC1(CC1C2)COC=2C(=NC=CC2)C(F)(F)F)C2=CC=CC=C2